(3-ethoxy-4-pyridyl)-3-isopropyl-1-methyl-N-[(1-methyl-1,2,4-triazol-3-yl)methyl]pyrazolo[3,4-b]pyridin-4-amine C(C)OC=1C=NC=CC1C1=C(C2=C(N=C1)N(N=C2C(C)C)C)NCC2=NN(C=N2)C